2-Phenylcyclobutane-1-carbonitrile C1(=CC=CC=C1)C1C(CC1)C#N